4-[4-[3-[(4-methoxyphenyl)methyl]-2,4-dioxo-hexahydropyrimidin-1-yl]-8-isoquinolinyl]-3,6-dihydro-2H-pyridine-1-carboxylic acid tert-butyl ester C(C)(C)(C)OC(=O)N1CCC(=CC1)C=1C=CC=C2C(=CN=CC12)N1C(N(C(CC1)=O)CC1=CC=C(C=C1)OC)=O